[Cl-].[Cl-].C1(CCCCC1)C(=[Hf+2](C1=C(C=CC=2C3=CC=C(C=C3CC12)C(C)(C)C)C(C)(C)C)C1C=CC=C1)C1=CC=CC=C1 (cyclohexyl)(phenyl)methylene(cyclopentadienyl)(2,7-di-tert-butylfluorenyl)hafnium dichloride